OCCN1C(N(CC1)C1=NN(C=C1NC(=O)C=1N=C(OC1)C1=CC(=NC=C1)NCC(F)(F)F)C)=O N-(3-(3-(2-hydroxyethyl)-2-oxoimidazolidin-1-yl)-1-methyl-1H-pyrazol-4-yl)-2-(2-((2,2,2-trifluoroethyl)amino)pyridin-4-yl)-1,3-oxazole-4-carboxamide